(1-(3-Aminophenyl)cyclopropyl)(4-methyl-4H-1,2,4-triazol-3-yl)methanol NC=1C=C(C=CC1)C1(CC1)C(O)C1=NN=CN1C